C1(CCCC1)N1[C@@H](C(N(C=2C=NC(=NC12)NC1=C(C=C(C(=O)NCCOCCOCCOCCOCCOCCOCCOC2CCNCC2)C=C1)OC)C)=O)CC 4-[[(7R)-8-cyclopentyl-7-ethyl-5-methyl-6-oxo-7H-pteridin-2-yl]amino]-3-methoxy-N-[2-[2-[2-[2-[2-[2-[2-(4-piperidyloxy)ethoxy]ethoxy]ethoxy]ethoxy]ethoxy]ethoxy]ethyl]benzamide